C(C1=CC=CC=C1)OC(=O)N1CC(C(CC1)C)C1=CN=C2N1C1=C(N=C2)NC=C1 benzyl-3-(3H-imidazo[1,2-a]pyrrolo[2,3-e]pyrazin-8-yl)-4-methylpiperidine-1-carboxylate